N-(1-(4-chlorophenyl)-2,2,2-trifluoroethyl)-5-cyanopyridine-3-sulfonamide ClC1=CC=C(C=C1)C(C(F)(F)F)NS(=O)(=O)C=1C=NC=C(C1)C#N